5'-bromo-2-methyl-1'-(tetrahydro-2H-pyran-2-yl)spiro[cyclopropane-1,3'-indolin]-2'-one BrC=1C=C2C3(C(N(C2=CC1)C1OCCCC1)=O)C(C3)C